1,9-dilithiodibenzofuran [Li]C1=CC=CC=2OC3=C(C21)C(=CC=C3)[Li]